C1=CC=CC=2C3=CC=CC=C3C(=CC12)C1=CC=C(C=C1)B1OCCO1 2-[4-(9-Phenanthrenyl)phenyl]-1,3,2-dioxaborolane